O=C1NC(CCC1NC1=C(CNC=2C=CC=C3CN(C(C23)=O)C(C(=O)NC=2SC=CN2)C2=C(C=CC(=C2)F)O)C=CC=C1)=O 2-(7-((2-((2,6-dioxopiperidin-3-yl)amino)benzyl)amino)-1-oxoisoindolin-2-yl)-2-(5-fluoro-2-hydroxyphenyl)-N-(thiazol-2-yl)acetamide